tert-Butyl (NZ)-N-[(6S)-6-(2-chloro-3-nitrophenyl)-6-methyl-4-oxo-3-({1-[tert-butyl-(dimethyl)silyloxy]cyclopropyl}methyl)hexahydropyrimidin-2-ylidene]carbamate ClC1=C(C=CC=C1[N+](=O)[O-])[C@@]1(CC(N(\C(\N1)=N/C(OC(C)(C)C)=O)CC1(CC1)O[Si](C)(C)C(C)(C)C)=O)C